sodium 3-(3-methoxypropoxy)benzenesulfonate COCCCOC=1C=C(C=CC1)S(=O)(=O)[O-].[Na+]